FC1=C(N=CC2=C1N=C(N=C2N2C[C@H]1C([C@@H](C2)C1)C(=O)OC1=CC=C(C=C1)F)OCC12CCCN2CCC1)C1=CC=CC2=CC=CC(=C12)F 4-fluorophenyl (1R,5S,6r)-3-(8-fluoro-7-(8-fluoronaphthalen-1-yl)-2-((tetrahydro-1H-pyrrolizin-7a-yl)methoxy)pyrido[4,3-d]pyrimidin-4-yl)-3-azabicyclo[3.1.1]heptane-6-carboxylate